(2-((1-(1-(2,2-difluorocyclopropanecarbonyl)piperidin-4-yl)-1H-pyrazol-4-yl)amino)-5-methylpyrimidin-4-yl)benzoic acid FC1(C(C1)C(=O)N1CCC(CC1)N1N=CC(=C1)NC1=NC=C(C(=N1)C1=C(C(=O)O)C=CC=C1)C)F